O[C@H](COC=1C=C(C=CC1)S(=O)(=O)NC)CNC1COC2(C1)CCN(CC2)S(=O)(=O)C2=CC1=C(OCC(N1)=O)C=C2 3-((2S)-2-hydroxy-3-(8-(3-oxo-3,4-dihydro-2H-benzo[b][1,4]oxazin-6-ylsulfonyl)-1-oxa-8-azaspiro[4.5]decan-3-ylamino)propoxy)-N-methylbenzenesulfonamide